1-benzyl-4-(5-chloro-2-pyridinyl)piperidin-4-amine hydrochloride Cl.C(C1=CC=CC=C1)N1CCC(CC1)(N)C1=NC=C(C=C1)Cl